8-amino-1-[2-(dimethylamino)ethyl]-4,4-dimethyl-N-(4-methyl-1,3-thiazol-2-yl)-4,5-dihydro-1H-pyrazolo[4,3-H]quinazoline-3-carboxamide NC1=NC=2C3=C(C(CC2C=N1)(C)C)C(=NN3CCN(C)C)C(=O)NC=3SC=C(N3)C